4-[4-cyano-2-({[(2'R,4S)-6-(propylcarbamoyl)-2,3-dihydrospiro[chromen-4,1'-cyclopropane]-2'-yl]carbonyl}amino)phenyl]butanoic acid C(#N)C1=CC(=C(C=C1)CCCC(=O)O)NC(=O)[C@H]1[C@]2(C1)CCOC1=CC=C(C=C12)C(NCCC)=O